hydroxyl-n-octoxybenzophenone OC=1C(=C(C(=O)C2=CC=CC=C2)C=CC1)OCCCCCCCC